glyceryl monobutyrate C(CCC)(=O)OCC(O)CO